2-((1H-indazol-5-yl)amino)-7-(3,3-difluorocyclobutyl)-N,N-dimethyl-7H-pyrrolo[2,3-d]pyrimidine-6-carboxamide N1N=CC2=CC(=CC=C12)NC=1N=CC2=C(N1)N(C(=C2)C(=O)N(C)C)C2CC(C2)(F)F